CC1CCC2C(N1)C1=C(O2)C=C(C=C1)C(F)(F)F cis-2-methyl-7-(trifluoromethyl)-1,2,3,4,4a,9b-hexahydrobenzofuro[3,2-b]pyridine